COCCOCCOCCOCCOCC(=O)O [2-[2-[2-(2-Methoxyethoxy)ethoxy]ethoxy]ethoxy]acetic acid